7-(6-amino-4-methoxy-pyridin-3-yl)-3-oxa-9-aza-bicyclo[3.3.1]Nonane-9-carboxylic acid NC1=CC(=C(C=N1)C1CC2COCC(C1)N2C(=O)O)OC